methyl-rac-trans-3-ethyl-3-fluoro-4-hydroxypiperidine CN1C[C@]([C@@H](CC1)O)(F)CC |r|